2-chloro-2'-methyl-4-phenyl-spiro[5H-thieno[2,3-c]pyran-7,4'-piperidine]-4-ol ClC1=CC2=C(S1)C1(CC(NCC1)C)OCC2(O)C2=CC=CC=C2